3-(1-ethyl-2-methylindol-3-yl)phthalide strontium [Sr].C(C)N1C(=C(C2=CC=CC=C12)C1OC(=O)C2=CC=CC=C12)C